COC1=CC=C(CNC(=O)C2=NNC=N2)C=C1 N-(4-methoxybenzyl)-1H-1,2,4-triazole-3-carboxamide